ClC1=C(C=CC(=C1)Cl)[C@@H](C)NC=1C=2C(N=C(N1)N1CCN(CC1)C1CN(CCC1)C(=O)OC(C)(C)C)=CN(N2)C tert-butyl 3-[4-(7-{[(1R)-1-(2,4-dichlorophenyl)ethyl]amino}-2-methylpyrazolo[4,3-d]pyrimidin-5-yl)piperazin-1-yl]piperidine-1-carboxylate